ClC1=NC=C(C(=C1)C1=C(C=NC(=C1)C)C(=O)NC1=NN=C(S1)C1(CC1)C(=O)OC)OC methyl 1-(5-(2'-chloro-5'-methoxy-6-methyl-(4,4'-bipyridine)-3-carboxamido)-1,3,4-thiadiazol-2-yl)cyclopropane-1-carboxylate